fluoro-N-(3-(4-isopropyl-4H-1,2,4-triazol-3-yl)phenyl)-1-methyl-2-oxo-2,3,4,5-tetrahydro-1H-benzo[b]azepine-8-carboxamide FC1CCC2=C(N(C1=O)C)C=C(C=C2)C(=O)NC2=CC(=CC=C2)C2=NN=CN2C(C)C